5-(2-fluorobenzyl)-7-(piperidin-4-yl)pyrido[2,3-b]pyrazin-6(5H)-one hydrochloride Cl.FC1=C(CN2C(C(=CC=3C2=NC=CN3)C3CCNCC3)=O)C=CC=C1